C(C)[I+]CC diethyliodonium